ClC1=CNC=2N=C(N=C(C21)NCC2CCC2)NC2=C(C=C(C=C2)S(=O)(=O)N2CCOCC2)OC 5-chloro-N4-(cyclobutylmethyl)-N2-(2-methoxy-4-(morpholinosulfonyl)phenyl)-7H-pyrrolo[2,3-d]pyrimidine-2,4-diamine